triphenyl-sulfonium perfluoropropane-1-carboxylate FC(C(C(F)(F)F)(F)F)(C(=O)[O-])F.C1(=CC=CC=C1)[S+](C1=CC=CC=C1)C1=CC=CC=C1